FC(C(C(F)(F)F)F)(F)F 1,1,1,2,3,3,3-hepta-fluoropropane